ClC1=CC2=C(OC(CO2)C)C=C1CO (6-chloro-2-methyl-2,3-dihydro-1,4-benzodioxin-7-yl)methanol